C(C)(=O)N1CC(CC1)C=1C(=CC(=NC1)C1=CC=C(C=C1)F)C1=NN(C=C1)CC=1C=C(C(=O)NC)C=CC1 3-((3-(5-(1-acetylpyrrolidin-3-yl)-2-(4-fluorophenyl)pyridin-4-yl)-1H-pyrazol-1-yl)methyl)-N-methylbenzamide